(2S)-2-amino-N-[2-[[2-(1,3-benzodioxol-5-yl)-1-methyl-ethyl]-methyl-amino]-2-oxo-ethyl]-N-methyl-3-phenyl-propanamide hydrochloride Cl.N[C@H](C(=O)N(C)CC(=O)N(C)C(CC1=CC2=C(OCO2)C=C1)C)CC1=CC=CC=C1